(1-(6-(2-hydroxyphenyl)pyridazin-4-yl)-4-((1-methyl-1H-pyrazol-3-yl)oxy)piperidin-4-yl)(2,6-diazaspiro[3.3]heptan-2-yl)methanone OC1=C(C=CC=C1)C1=CC(=CN=N1)N1CCC(CC1)(OC1=NN(C=C1)C)C(=O)N1CC2(C1)CNC2